NC[C@H](O)C=1C=NN(C1)C1=C(C=C(C#N)C=C1)OC1=NC(=NC(=C1)OC1CCCCC1)C 4-[4-[(1R)-2-amino-1-hydroxyethyl]pyrazol-1-yl]-3-(6-cyclohexyloxy-2-methylpyrimidin-4-yl)oxybenzonitrile